N[C@@H]1C(N(C2=C(OC1)C=C1C(=C2)N(C(N1C)=O)C)C)=O (S)-7-amino-1,3,9-trimethyl-3,6,7,9-tetrahydro-1H-imidazo[4',5':4,5]benzo[1,2-b][1,4]oxazepin-2,8-dione